(1-phenyl-2-isobutoxyethyl) phenyl carbonate C(OC(COCC(C)C)C1=CC=CC=C1)(OC1=CC=CC=C1)=O